N,4-dimethyl-4,5-dihydroisoxazole-5-carboxamide CNC(=O)C1C(C=NO1)C